C=CCCCCCCC alpha-nonene